FCC(C)O 3-fluoropropane-2-ol